4-Carbamimidoylphenyl 2-((3-methoxy-3-oxopropyl)amino)benzo[d]thiazole-6-carboxylate COC(CCNC=1SC2=C(N1)C=CC(=C2)C(=O)OC2=CC=C(C=C2)C(N)=N)=O